C1(=C(C=CC=C1)C1=C(C(=NN=N1)C1=C(C=CC=2OC3=C(C21)C=CC=C3)C3=CC=CC=C3)C3=C(C(=CC=2C1=CC=CC=C1CC32)C)C)C3=CC=CC=C3 (biphenylyl)(dimethylfluorenyl)(phenyldibenzofuranyl)triazine